C1(=CC=CC=C1)CCC=O 3-phenyl-propan-1-one